(S)-2-((((9H-fluoren-9-yl)methoxy)carbonyl)amino)-3-(1,4,5,6,7,8-hexahydrocyclohepta[c]pyrazol-3-yl)propanoic acid C1=CC=CC=2C3=CC=CC=C3C(C12)COC(=O)N[C@H](C(=O)O)CC=1C2=C(NN1)CCCCC2